2-Fluoro-6-[1-[2-(3-fluorophenyl)-3,6-dimethyl-4-oxo-chromen-8-yl]ethylamino]benzoic acid FC1=C(C(=O)O)C(=CC=C1)NC(C)C=1C=C(C=C2C(C(=C(OC12)C1=CC(=CC=C1)F)C)=O)C